COC(=O)C1=CC2=C(N=C(N2C[C@H]2OCC2)CN2CCC=3C=C(C(=NC3C2)OCC2=CC=C(C=3C=C(OC32)F)Cl)Cl)C=C1 2-({3-chloro-2-[(4-chloro-2-fluoro-1-benzofuran-7-yl)methoxy]-6,8-dihydro-5H-1,7-naphthyridin-7-yl}methyl)-3-[(2S)-oxetan-2-ylmethyl]-1,3-benzodiazole-5-carboxylic acid methyl ester